O1C(=NC2=C1C=CC=C2)C(C)OC2=NN(C1=NN=C(C=C12)C=1C(NC(NC1)=O)=O)C 5-[3-[1-(1,3-benzoxazol-2-yl)ethoxy]-1-methyl-pyrazolo[3,4-c]pyridazin-5-yl]-1H-pyrimidine-2,4-dione